O=C(C(=O)OCC1=CC=CC=C1)NC=1C=NC=2CCNC(C2C1)=O benzyl 2-oxo-2-((5-oxo-5,6,7,8-tetrahydro-1,6-naphthyridin-3-yl)amino)acetate